N-(3-chloro-6-methyl-1H-indazol-5-yl)-4-fluorobutane-1-sulfonamide ClC1=NNC2=CC(=C(C=C12)NS(=O)(=O)CCCCF)C